COC1=C(C=C2CCC(C(C2=C1)NC(O[C@@H]1CN2CCC1CC2)=O)(C)C)C2=CC=C(C=C2)CCC (S)-quinuclidin-3-yl (7-methoxy-2,2-dimethyl-6-(4-propylphenyl)-1,2,3,4-tetrahydronaphthalen-1-yl)carbamate